IC=1C(=C(C(=O)O)C=CC1)C(NC(CSC)(C)C)=O 3-iodo-N-(1,1-dimethyl-2-methylthioethyl)o-carbamyl-benzoic acid